N1CCC(CC1)C=1C(=NC=CC1)OC=1C=NC(=NC1)C(F)(F)F 5-((3-(piperidin-4-yl)pyridin-2-yl)oxy)-2-(trifluoromethyl)pyrimidine